NC1=NC=NN2C1=C(C=C2C=2C=C(C(=NC2)C)C(=O)N[C@@H]2CN(C[C@@H]2F)C(=O)C2CC(CC2)(F)F)C(F)(F)F 5-[4-amino-5-(trifluoromethyl)pyrrolo[2,1-f][1,2,4]triazin-7-yl]-N-[(3R,4S)-1-(3,3-difluoro-cyclopentanecarbonyl)-4-fluoropyrrolidin-3-yl]-2-methylpyridine-3-carboxamide